BrC(CO)C1=CC=CC=C1 2-bromo-2-phenylethan-1-ol